C12CN(CC2C1)C1=NC=C(C(=C1)N)Cl 2-(3-azabicyclo[3.1.0]hexan-3-yl)-5-chloropyridin-4-amine